C(C1=CC=CC=C1)OC(=O)N1C(CCC1)C(C(C(=O)OCC)C(=O)OCC)C1CCCCC1 (±)-Diethyl 2-((1-((benzyloxy)carbonyl)pyrrolidin-2-yl)(cyclohexyl)methyl)malonate